OC=1C=NC=NC1C[C@H](CN1C(=NC=C1)C)C1=CC=C(C=C1)C#CC1=CC=C(C=C1)CN1CCOCC1 (S)-5-hydroxy-6-(3-(2-methyl-1H-imidazol-1-yl)-2-(4-((4-(morpholinomethyl)phenyl)ethynyl)phenyl)propyl)pyrimidin